C(C=C)(=O)OCCCCCCCC 1-OCTYL ACRYLATE